C(C1=CC=CC=C1)N1C(NC2=C1C=CC(=C2)CC)=O 1-benzyl-5-ethyl-1,3-dihydro-2H-benzo[d]imidazol-2-one